silicon dioxide chromium [Cr].[Si](=O)=O